(2R,5S)-5-(4-chlorobenzyl)-4-(4-(1,5-dimethyl-1H-pyrazol-3-yl)cyclohex-3-en-1-yl)-2-((methylsulfonyl)methyl)-morpholine hydrochloride Cl.ClC1=CC=C(C[C@H]2CO[C@H](CN2C2CC=C(CC2)C2=NN(C(=C2)C)C)CS(=O)(=O)C)C=C1